4-(2-amino-9-chloro-10-oxo-10H-chromeno[3,2-b]pyridin-3-yl)benzaldehyde NC1=C(C=C2C(=N1)C(C=1C(=CC=CC1O2)Cl)=O)C2=CC=C(C=O)C=C2